O=C1N(CCC(N1)=O)C=1C=C(C(=O)N2CCC(CC2)C=O)C=CC1F (3-(2,4-Dioxotetrahydropyrimidin-1(2H)-yl)-4-fluorobenzoyl)piperidine-4-carbaldehyde